N1=CN=CC2=C1N=C(C2)C(=O)[O-] pyrrolo[2,3-d]pyrimidine-6-carboxylate